(E)-N'-(2-methoxybenzylidene)-4-hydroxy-3-methylbenzofuran-2-carbohydrazide COC1=C(\C=N\NC(=O)C=2OC3=C(C2C)C(=CC=C3)O)C=CC=C1